C12CNCC(CC1)N2C=2N=CC1=C(N2)CCN(C1)C(CC1CCCCC1)=O 1-(2-(3,8-diazabicyclo[3.2.1]octan-8-yl)-7,8-dihydropyrido[4,3-d]pyrimidin-6(5H)-yl)-2-cyclohexylethan-1-one